FC1=C(C=CC(=C1)F)C1=NN=C(S1)C(=O)NC1(CN(C1)C1CCC(CC1)(C)O)CC(=O)NC(C)(C)C1=NC(=CC(=N1)C)C 5-(2,4-difluorophenyl)-N-(3-(2-((2-(4,6-dimethylpyrimidin-2-yl)propan-2-yl)amino)-2-oxoethyl)-1-(4-hydroxy-4-methylcyclohexyl)azetidin-3-yl)-1,3,4-thiadiazole-2-carboxamide